NC=1C2=C(N=CN1)N(C(=C2C2=CC(=C(C=C2)OC2=NC=CC=N2)OC(F)(F)F)C2=CC=C(C=C2)NC(C=C)=O)C N-(4-(4-amino-7-methyl-5-(4-(pyrimidin-2-yloxy)-3-(trifluoromethoxy)phenyl)-7H-pyrrolo[2,3-d]pyrimidin-6-yl)phenyl)acrylamide